1-(4-(4-((3-(3,6-difluoropyridin-2-yl)-1-((1r,4r)-4-ethoxycyclohexyl)-1H-pyrazol-4-yl) carbamoyl) thiazol-2-yl)-1H-pyrazol-1-yl) ethylphosphonate potassium salt [K+].C(C)P(ON1N=CC(=C1)C=1SC=C(N1)C(NC=1C(=NN(C1)C1CCC(CC1)OCC)C1=NC(=CC=C1F)F)=O)([O-])=O